C(C)OC1=CCC2=C(C=CC=C12)C(NO)=N 3-ethoxy-N-hydroxy-1H-indene-7-carboximidamide